6-(4-((3-amino-6-bromopyrazin-2-yl)oxy)-1H-pyrazol-1-yl)-2-azaspiro[3.3]heptane-2-carboxylic acid tert-butyl ester C(C)(C)(C)OC(=O)N1CC2(C1)CC(C2)N2N=CC(=C2)OC2=NC(=CN=C2N)Br